phosphoric acid-di-[2-(vinylcarbonyl)ethyl] ester C(=C)C(=O)CCOP(OCCC(=O)C=C)(O)=O